O[C@@H]1[C@H](O)[C@H](O)[C@@H](O)[C@@H](O1)CO beta-L-mannose